methyl 3-amino-2-methylpropanoate NCC(C(=O)OC)C